C(C)(=O)NC1=CC=C(OC(CN2CC(=CC=C2)C(N(C)C)=O)=O)C=C1 1-(2-(4-acetamidophenoxy)-2-oxoethyl)-3-(dimethylcarbamoyl)pyridine